yttrium oxofluoride O(F)F.[Y]